N-(4-(2-(2-(4,4-difluoropiperidin-1-yl)-6-methylpyrimidin-4-yl)-2H-1,2,3-triazol-4-yl)-3-(6-azaspiro[2.5]octane-6-yl)phenyl)-2-hydroxyethane-1-sulfonamide FC1(CCN(CC1)C1=NC(=CC(=N1)N1N=CC(=N1)C1=C(C=C(C=C1)NS(=O)(=O)CCO)N1CCC2(CC2)CC1)C)F